4-[6-benzyloxy-1-[4-[4-(dimethoxymethyl)-1-piperidyl]phenyl]-3,4-dihydronaphthalen-2-yl]phenol C(C1=CC=CC=C1)OC=1C=C2CCC(=C(C2=CC1)C1=CC=C(C=C1)N1CCC(CC1)C(OC)OC)C1=CC=C(C=C1)O